OC1=CC=C(C=C1)C1=C(C=C(C=C1)Cl)F 4-hydroxy-4'-chloro-2'-fluoro-[1,1'-biphenyl]